CO[C@]1(C[C@H](NC1)C(=O)N[C@H](C(=O)OC)C[C@H]1C(NCCC1)=O)C(F)(F)F methyl (2S)-2-[[(2S,4S)-4-methoxy-4-(trifluoromethyl)pyrrolidine-2-carbonyl]amino]-3-[(3S)-2-oxo-3-piperidyl]propanoate